NC1=NC=NN2C1=C(C=C2C=2C=C(C(=NC2)OC)C(=O)N[C@@H]2CN(C[C@@H]2F)C(C)C2=CC=C(C=C2)C(F)(F)F)C(F)(F)F 5-[4-amino-5-(trifluoromethyl)pyrrolo[2,1-f][1,2,4]triazin-7-yl]-N-[(3R,4S)-4-fluoro-1-{1-[4-(trifluoromethyl)phenyl]ethyl}pyrrolidin-3-yl]-2-methoxypyridine-3-carboxamide